FC=1C=C(C(=CC1[N+](=O)[O-])C(F)(F)F)C1=C(C=C(C(=C1)F)[N+](=O)[O-])C(F)(F)F 3,5'-difluoro-6,2'-bis(trifluoromethyl)-4,4'-dinitrobiphenyl